OC1CCC(CC1)NC=1N=CC2=C(N1)C(=NC(=C2)C#N)NC(C)C 2-(((1s,4s)-4-hydroxycyclohexyl)amino)-8-(isopropylamino)pyrido[3,4-d]pyrimidine-6-carbonitrile